FC(C1=CC(=C(S1)C(=O)OC)N1CC2(COC2)C1)F Methyl 5-(difluoromethyl)-3-(2-oxa-6-azaspiro[3.3]heptan-6-yl)thiophene-2-carboxylate